5-{4-chloro-6-[(3S,5S)-3,5-dimethylpiperazin-1-yl]-1,8-naphthyridin-2-yl}-2,7-dimethylindazol-6-ol ClC1=CC(=NC2=NC=C(C=C12)N1C[C@@H](N[C@H](C1)C)C)C1=CC2=CN(N=C2C(=C1O)C)C